rac-ethyl 4-(1-(3,4-difluorophenyl)-2-oxo-1,9-diazaspiro[5.5]undecane-9-yl)-6-(((3S,4S)-4-fluorotetrahydrofuran-3-yl)oxy)pyrimidine-2-carboxylate FC=1C=C(C=CC1F)N1C(CCCC12CCN(CC2)C2=NC(=NC(=C2)O[C@H]2COC[C@@H]2F)C(=O)OCC)=O |r|